ClC=1C(=NC(=NC1)C=1N=C(C=2N(C1)C=CN2)CC2=C(C=CC(=C2)F)F)O 5-chloro-2-(8-(2,5-difluorobenzyl)imidazo[1,2-a]pyrazin-6-yl)pyrimidin-4-ol